N-(4-chlorophenyl)-3-methylbenzamide ClC1=CC=C(C=C1)NC(C1=CC(=CC=C1)C)=O